CC=1N(C2=NC(=NC(=C2N1)C=1C=NC(=NC1)N)N1CCOCC1)C(C)C 5-(8-methyl-2-morpholin-4-yl-9-propan-2-ylpurine-6-yl)pyrimidin-2-amine